NC1=C2C(=NC=N1)N(N=C2C(F)F)C(C)C=2C(=C(C(=C(C2)C#N)C)C2CN(C2)[C@H](C(=O)O)C)OC (2S)-2-[3-(3-{1-[4-Amino-3-(difluoromethyl)-1H-pyrazolo[3,4-d]pyrimidin-1-yl]ethyl}-5-cyano-2-methoxy-6-methylphenyl)azetidin-1-yl]propanoic Acid